BrC=1C=C(C(=C(C1)OC=1C=CC(=NC1)C(C)(C)C)I)OC=1C=CC(=NC1)C(C)(C)C 5,5'-((5-bromo-2-iodo-1,3-phenylene)bis(oxy))bis(2-(tert-butyl)pyridine)